(3-(4-chloro-3-fluorophenyl)-1-(2,2,2-trifluoroethyl)-1H-pyrrolo[2,3-b]pyridin-6-yl)(1,4-oxazepan-4-yl)methanone ClC1=C(C=C(C=C1)C1=CN(C2=NC(=CC=C21)C(=O)N2CCOCCC2)CC(F)(F)F)F